4-methyl-6-((1S,2S)-2-(4,4,5,5-tetramethyl-1,3,2-dioxaborolan-2-yl)cyclopropyl)-1-(2,2,2-trifluoroethyl)-1H-indazole CC1=C2C=NN(C2=CC(=C1)[C@@H]1[C@H](C1)B1OC(C(O1)(C)C)(C)C)CC(F)(F)F